O1C(=CC=C1)C1=NC(=NC(=C1C(=O)OCC)NCC1=CC(=CC=C1)C(F)(F)F)NCCCOC ethyl 4-(furan-2-yl)-2-((3-methoxypropyl)amino)-6-((3-(trifluoromethyl)benzyl)amino)pyrimidine-5-carboxylate